(4-(3-((4-cyano-2-fluorophenoxy) methyl) phenoxy) piperidin-1-yl)-1-((1-isopropyl-1H-imidazol-5-yl) methyl)-1H-benzo[d]imidazole-6-carboxylate C(#N)C1=CC(=C(OCC=2C=C(OC3CCN(CC3)C3=NC4=C(N3CC3=CN=CN3C(C)C)C=C(C=C4)C(=O)[O-])C=CC2)C=C1)F